methyl (3-((S)-((2S,4R)-1-(2-(1H-1,2,3-triazol-5-yl)acetyl)-4-fluoropyrrolidine-2-carboxamido)(6-fluoro-5-isopropylpyridin-2-yl)methyl)benzyl)carbamate N1N=NC=C1CC(=O)N1[C@@H](C[C@H](C1)F)C(=O)N[C@@H](C=1C=C(CNC(OC)=O)C=CC1)C1=NC(=C(C=C1)C(C)C)F